N-[3-fluoro-4-[4-[[5-(4-hydroxy-1-piperidyl)-2-pyridyl]amino]-5-oxo-6H-1,6-naphthyridin-2-yl]phenyl]-1-methyl-cyclobutane-carboxamide FC=1C=C(C=CC1C1=NC=2C=CNC(C2C(=C1)NC1=NC=C(C=C1)N1CCC(CC1)O)=O)NC(=O)C1(CCC1)C